2-amino-6-borono-2-(2-(pyrrolidin-1-yl)ethyl)hexanoic acid NC(C(=O)O)(CCCCB(O)O)CCN1CCCC1